benzyloxycarbonyl-6-(4-carboxy-1,5-dimethyl-pyrrol-2-yl)-3,4-dihydro-1H-isoquinoline-7-carboxylic acid C(C1=CC=CC=C1)OC(=O)C1NCCC2=CC(=C(C=C12)C(=O)O)C=1N(C(=C(C1)C(=O)O)C)C